(E)-N-(3-(5-((4-(2-cyano-3-(5-nitrothiophen-2-yl)acrylamido)phenyl)sulfonamido)-6-methoxypyrazin-2-yl)propyl)-5-((2-(2,6-dioxopiperidin-3-yl)-1,3-dioxoisoindolin-4-yl)amino)pentanamide C(#N)/C(/C(=O)NC1=CC=C(C=C1)S(=O)(=O)NC=1N=CC(=NC1OC)CCCNC(CCCCNC1=C2C(N(C(C2=CC=C1)=O)C1C(NC(CC1)=O)=O)=O)=O)=C\C=1SC(=CC1)[N+](=O)[O-]